3,3',5',5'-Tetramethylbenzidine CC=1C=C(C=CC1N)C=1C=C(C(N)C(C1)(C)C)C